4-[(1S,3S)-3-(5-cyclopentyl-1,3-oxazol-2-yl)-2,2-difluorocyclopropyl]benzenesulfonamide C1(CCCC1)C1=CN=C(O1)[C@H]1C([C@@H]1C1=CC=C(C=C1)S(=O)(=O)N)(F)F